4-fluoro-2,3-dimethyl-chlorobenzene FC1=C(C(=C(C=C1)Cl)C)C